2-chloro-4-((5-methyl-1H-pyrazol-1-yl)methyl)benzaldehyde ClC1=C(C=O)C=CC(=C1)CN1N=CC=C1C